BrC1=CC=CC2=C1OC(CO2)CNC(C2=CC=C(C=C2)OCCN(C)C)=O N-(8-Bromo-2,3-dihydro-benzo[1,4]dioxin-2-ylmethyl)-4-(2-dimethylamino-ethoxy)-benzamide